C(CC)S(=O)(=O)[O-].C[NH+](CCCNC(C(=C)C)=O)C.[NH4+].C(CC)S(=O)(=O)[O-] ammonium dimethyl-(methacrylamidopropyl)ammonium propanesulfonate